ethyl 7-fluoro-5-hydroxy-2-methylbenzofuran-3-carboxylate FC1=CC(=CC=2C(=C(OC21)C)C(=O)OCC)O